NC1=C2C(=NC=N1)N(N=C2C2=CC=C(C=C2)OC2=CC=CC=C2)C2CCN(CC2)CCCC(=O)N2CCN(CC2)CC(=O)NC2=C1C(N(C(C1=CC=C2)=O)C2ONOCC2)=O 2-(4-(4-(4-(4-amino-3-(4-phenoxyphenyl)-1H-pyrazolo[3,4-d]pyrimidin-1-yl)piperidine-1-yl)butanoyl)piperazin-1-yl)-N-(2-(2,6-dioxapiperidin-3-yl)-1,3-dioxoisoindol-4-yl)Acetamide